2-[(3-aminophenyl)amino]benzoic acid NC=1C=C(C=CC1)NC1=C(C(=O)O)C=CC=C1